4-(Furan-2-yl)-6-methylpyrimidin-2-amine O1C(=CC=C1)C1=NC(=NC(=C1)C)N